C(C)OC(=O)C=1C=NN(C1O)C1=CC=CC=C1 5-hydroxy-1-phenyl-1H-pyrazole-4-carboxylic acid ethyl ester